3-(4-chloro-1-oxo-6-(trifluoromethyl)isoindolin-2-yl)piperidine-2,6-dione ClC1=C2CN(C(C2=CC(=C1)C(F)(F)F)=O)C1C(NC(CC1)=O)=O